C1(CC1)OC=1C=C2C=NC(=NC2=CC1)C 6-cyclopropoxy-2-methylquinazolin